FC1(CN(C1)C(C=C)=O)\C=C/C1=NOC(=C1)C(F)(F)F 1-{3-fluoro-3-[(Z)-2-[5-(trifluoromethyl)-1,2-oxazol-3-yl]ethenyl]azetidin-1-yl}prop-2-en-1-one